ClC=1C=CC(=C(C1)C1=NC=NC(=C1)OC)N1N=NC(=C1)[Si](C)(C)C 4-{5-chloro-2-[4-(trimethylsilyl)-1H-1,2,3-triazol-1-yl]Phenyl}-6-methoxypyrimidine